OC1=C(C=CC(=C1)OCC(CCCCCC)CC)N1N=C2C(=N1)C=CC=C2 2-[2'-hydroxy-4'-(2''-ethyloctyl)oxyphenyl]benzotriazole